8-aza-1-phosphatricyclo[3.3.0.02,6]-octane P12C3CCC2C3CN1